4-[2-(4-chloro-3-fluorophenoxy)acetamido]-N-[(5-fluoro-1-methyl-1H-benzimidazol-2-yl)methyl]bicyclo[2.2.2]octane-1-carboxamide ClC1=C(C=C(OCC(=O)NC23CCC(CC2)(CC3)C(=O)NCC3=NC2=C(N3C)C=CC(=C2)F)C=C1)F